BrC1=CC=C(C=C1)N1C=C(C(=C1)C1=CC=C(C=C1)F)[C@@H]1OCC(N1CCC1=CC2=CC(N=C2C=C1)=O)=O (2S)-2-(1-(4-bromophenyl)-4-(4-fluorophenyl)-1H-pyrrol-3-yl)-3-(2-(2-oxoindol-5-yl)ethyl)oxazolidin-4-one